(R)-3-amino-1-(4-((6-amino-9H-purin-9-yl)methyl)-6-(3,4-difluorophenyl)pyridin-3-yl)-N-(tetrahydro-2H-pyran-4-yl)piperidine-3-carboxamide N[C@]1(CN(CCC1)C=1C=NC(=CC1CN1C2=NC=NC(=C2N=C1)N)C1=CC(=C(C=C1)F)F)C(=O)NC1CCOCC1